BrC1=C(C=CC2=CC=CC=C12)CCNC(OC(C)(C)C)=O Tert-butyl (2-(1-bromonaphthalen-2-yl)ethyl)carbamate